C(C)(C)(C)N1C(NC(C12CCCN(CC2)C(=O)O)=O)=O.SC2=C(C(=O)NCC(=O)O)C=CC=N2 2-MERCAPTONICOTINOYL-GLYCINE tert-butyl-2,4-dioxo-1,3,9-triazaspiro[4.6]undecane-9-carboxylate